(2-chloro-4,6-difluorophenyl)-4-methoxypyrimidine-5-carboxamide ClC1=C(C(=CC(=C1)F)F)C1=NC=C(C(=N1)OC)C(=O)N